OC1CCNC1 4-hydroxypyrrolidine